O[C@@H]1[C@@H](O)[C@H](O)[C@H](O)CO1 α-D-arabinopyranose